ClC1=CC=C(C=C1)C1=NN(C(C=C1)=O)CC(=O)NC1=C(C=CC=C1)F 2-(3-(4-chlorophenyl)-6-oxopyridazin-1(6H)-yl)-N-(2-fluorophenyl)acetamide